ClC=1C=C(CCN2C(C[C@H](C2)COC2=CC=C(C=C2)S(=O)(=O)C)(C)C)C=CC1 (R)-1-(3-chlorophenethyl)-2,2-dimethyl-4-((4-(methylsulfonyl)phenoxy)methyl)pyrrolidine